6-allylamino-1,3,5-triazine-2,4-dithiol C(C=C)NC1=NC(=NC(=N1)S)S